2-(2-Acetyl-4,6-dimethylphenoxy)-4-[2,6-dioxo-4-(trifluoromethyl)-3,6-dihydropyrimidin-1(2H)-yl]-5-fluorobenzonitrile C(C)(=O)C1=C(OC2=C(C#N)C=C(C(=C2)N2C(NC(=CC2=O)C(F)(F)F)=O)F)C(=CC(=C1)C)C